NC1=NC=2C=CC(=CC2C2=C1C=NN2C)C(=O)N([C@H]2COCC1=CC(=CC=C21)C=2C=NN(C2)C(F)(F)F)C.[P].[In].[Cu] copper-indium phosphorus (R)-4-amino-N,1-dimethyl-N-(7-(1-(trifluoromethyl)-1H-pyrazol-4-yl)isochroman-4-yl)-1H-pyrazolo[4,3-c]quinoline-8-carboxamide